Hexadecyl(2-hydroxyethyl)dimethylammonium dihydrogen phosphate P(=O)(O)(O)[O-].C(CCCCCCCCCCCCCCC)[N+](C)(C)CCO